di-tert-butyl (R)-4-fluoroazepane-1,4-dicarboxylate F[C@]1(CCN(CCC1)C(=O)OC(C)(C)C)C(=O)OC(C)(C)C